O.C[C@H]1C[C@@H](N(CC1)C([C@@H](NS(=O)(=O)C=1C=CC=C2C[C@H](CNC12)C)CCCNC(N)=N)=O)C(=O)O (2R,4R)-4-methyl-1-[N2-((R,S)-3-methyl-1,2,3,4-tetrahydro-8-quinolinesulfonyl)-L-arginyl]-2-piperidinecarboxylic acid monohydrate